FC1=NC=C(C(=O)Cl)C=C1 6-fluoronicotinoyl chloride